(3R,5S)-1-(tert-butoxycarbonyl)-5-methylpyrrolidine C(C)(C)(C)OC(=O)N1CCC[C@@H]1C